C(C)OC(=O)C=1OC(CC1C1=C(C(=C(C=C1)F)F)OC)C 3-(3,4-difluoro-2-methoxyphenyl)-5-methyl-4,5-dihydrofuran-2-carboxylic acid ethyl ester